3-(1H-benzimidazol-2-carbonyl)-3,4-diethoxyphenyl-5-isopropylspiro[inden-2,2'-pyrrolidine]-1,3-dione N1C(=NC2=C1C=CC=C2)C(=O)C2(CC(=CC=C2OCC)N2C1(CCC2)C(C2=CC=C(C=C2C1=O)C(C)C)=O)OCC